2-((2R,3S)-1-(7,8-Dichloro-4-(1H-Imidazol-1-Yl)Quinolin-2-Yl)-3-Hydroxypyrrolidin-2-Yl)Acetic Acid ClC1=CC=C2C(=CC(=NC2=C1Cl)N1[C@@H]([C@H](CC1)O)CC(=O)O)N1C=NC=C1